1-[(6R)-6-methyl-3-(3-methyl-1H-pyrrolo[2,3-b]pyridin-4-yl)-2-[4-(trifluoromethyl)phenyl]-6,7-dihydropyrazolo[1,5-a]pyrazin-5(4H)-yl]prop-2-en-1-one C[C@H]1N(CC=2N(C1)N=C(C2C2=C1C(=NC=C2)NC=C1C)C1=CC=C(C=C1)C(F)(F)F)C(C=C)=O